4-chloro-3-methyl-1H-pyrrolo[2,3-b]pyridine ClC1=C2C(=NC=C1)NC=C2C